tert-butyl trans-3-(benzyloxy)-6-azabicyclo[3.1.1]heptane-6-carboxylate C(C1=CC=CC=C1)OC1CC2N(C(C1)C2)C(=O)OC(C)(C)C